5-[(7-methyl-6-oxo-purin-1-yl)methyl]-1,3,4-oxadiazol-2-one CN1C=NC=2N=CN(C(C12)=O)CC1=NNC(O1)=O